(R)-3-(2-((S)-3-fluoropyrrolidine-1-carbonyl)-6-(3-methyl-1H-pyrrolo[2,3-b]pyridine-5-yl)-1,2,3,4-tetrahydroisoquinolin-8-yl)morpholine-4-carboxylic acid tert-butyl ester C(C)(C)(C)OC(=O)N1[C@@H](COCC1)C=1C=C(C=C2CCN(CC12)C(=O)N1C[C@H](CC1)F)C=1C=C2C(=NC1)NC=C2C